propyl 3,5-diaminobenzoate NC=1C=C(C(=O)OCCC)C=C(C1)N